FC(C)(C)C1CN(CCN1)C=1N=NC(=CN1)C1=C2C=NN(C2=C(C=C1)N1N=CC=C1)COCC[Si](C)(C)C 2-[[4-[3-[3-(1-fluoro-1-methyl-ethyl)piperazin-1-yl]-1,2,4-triazin-6-yl]-7-pyrazol-1-yl-indazol-1-yl]methoxy]ethyl-trimethyl-silane